C(CCCCCCCCCO)O 1,10-decane-diol